dimethyl malonate (dimethyl malonate) CC(C(=O)O)(C(=O)O)C.C(CC(=O)OC)(=O)OC